6-(5-((3-fluorophenyl)amino)pyridin-3-yl)benzo[d]oxazol-2(3H)-one FC=1C=C(C=CC1)NC=1C=C(C=NC1)C1=CC2=C(NC(O2)=O)C=C1